NC=1C=C(C(=O)OCC(C)C)C=C(C1Cl)N isobutyl 3,5-diamino-p-chlorobenzoate